6-(4-((1H-indazol-5-yl)amino)pyrimidin-2-yl)-N-(1-hydroxy-propan-2-yl)-1H-indole-2-carboxamide N1N=CC2=CC(=CC=C12)NC1=NC(=NC=C1)C1=CC=C2C=C(NC2=C1)C(=O)NC(CO)C